ClC1=C(OC2=NC=C(C=C2C(=O)NC=2C=NC(=CC2)OC)C(F)(F)F)C=CC(=C1)OC(F)(F)F 2-[2-chloro-4-(trifluoromethoxy)phenoxy]-N-(6-methoxy-3-pyridinyl)-5-(trifluoromethyl)pyridine-3-carboxamide